(2S,3S,4S,5S)-2-((S)-1-fluoro-2-methoxyethyl)-6-(((((S)-1-isopropoxy-1-oxopropan-2-yl)amino)(phenoxy)phosphoryl)oxy)tetrahydro-2H-pyran-3,4,5-triyl triacetate C(C)(=O)O[C@@H]1[C@H](OC([C@H]([C@H]1OC(C)=O)OC(C)=O)OP(=O)(OC1=CC=CC=C1)N[C@H](C(=O)OC(C)C)C)[C@H](COC)F